[Si](C)(C)(C(C)(C)C)OC1CCC=2C1=NC=CC2Cl 7-{[tert-butyl(dimethyl)silyl]oxy}-4-chloro-6,7-dihydro-5H-cyclopenta[b]pyridine